FC=1C(=C2C(=NC(=NN2C1)NC1CCC(CC1)(O)C)OC)C=1C=NC=2N(C1)C=CN2 (1r,4r)-4-((6-Fluoro-5-(imidazo[1,2-a]pyrimidin-6-yl)-4-methoxypyrrolo[2,1-f][1,2,4]triazin-2-yl)amino)-1-methylcyclohexan-1-ol